5-bromo-7-((1S,2S)-2-(4-(difluoromethyl)phenyl)cyclopropyl)pyrazolo[1,5-a]pyrimidine BrC1=NC=2N(C(=C1)[C@@H]1[C@H](C1)C1=CC=C(C=C1)C(F)F)N=CC2